C1(CCCC1)C1=CC=C(OC2CCN(CC2)C2=CC(N(C=3C=CC(=NC23)C#N)C)=O)C=C1 8-(4-(4-cyclopentylphenoxy)piperidin-1-yl)-5-methyl-6-oxo-5,6-dihydro-1,5-naphthyridine-2-carbonitrile